1,3-bis(triethoxysilyl)-propane C(C)O[Si](CCC[Si](OCC)(OCC)OCC)(OCC)OCC